propylmethacrylamide CCCC=C(C)C(=O)N